BrC=1SC(=C(C1C#N)C#N)Br 2,5-dibromo-3,4-dicyanothiophene